[1,1'-biphenyl]-2,3'-dicarboxylic acid C=1(C(=CC=CC1)C(=O)O)C1=CC(=CC=C1)C(=O)O